tert-Butyl chloromethyl (trans)-cyclohexane-1,4-dicarboxylate [C@H]1(CC[C@H](CC1)C(=O)OCCl)C(=O)OC(C)(C)C